OMEGA-HYDROXYDODECANOATE C(CCCCCC(=O)O)CCCCCO